[C-]#N.[K+].[Au+3].[C-]#N.[C-]#N.[C-]#N gold potassium cyanide salt